5-(5-(3-benzyl-1-((4-chlorophenyl)sulfonyl)pyrrolidin-3-yl)-6-methyl-1H-indazol-1-yl)-1-methylpyridin-2(1H)-one C(C1=CC=CC=C1)C1(CN(CC1)S(=O)(=O)C1=CC=C(C=C1)Cl)C=1C=C2C=NN(C2=CC1C)C=1C=CC(N(C1)C)=O